tert-butyl 4-(2-methyl-6-(pyrrolidine-1-carbonyl)pyridin-3-yl)piperazine-1-carboxylate CC1=NC(=CC=C1N1CCN(CC1)C(=O)OC(C)(C)C)C(=O)N1CCCC1